CN1C2=C(C=3C=CC(=CC13)S(=O)C)C=NN(C2=O)CC=2C=C(C=CC2)NC(OC(C)(C)C)=O tert-butyl (3-((5-methyl-7-(methylsulfinyl)-4-oxo-4,5-dihydro-3H-pyridazino[4,5-b]indol-3-yl)methyl)phenyl)carbamate